C[C@@H]1C=2N(CCN1C(=O)C=1C=C3CCNCC3=CC1)C(=NN2)C2=NC(=NS2)C (R)-(8-methyl-3-(3-methyl-1,2,4-thiadiazol-5-yl)-5,6-dihydro-[1,2,4]triazolo[4,3-a]pyrazin-7(8H)-yl)(1,2,3,4-tetrahydroisoquinolin-6-yl)methanone